tert-butyl (5R)-5-[(4-chlorobutane-1-sulfonyl) amino]-3,3-difluoropiperidine-1-carboxylate ClCCCCS(=O)(=O)N[C@@H]1CC(CN(C1)C(=O)OC(C)(C)C)(F)F